(2S)-N-[(1R)-1-cyano-2-(5-{1'-methyl-2,3-dihydrospiro[indene-1,4'-piperidin]-6-yl}thieno[3,2-b]thiophen-2-yl)ethyl]-1,4-oxazocane-2-carboxamide C(#N)[C@@H](CC1=CC2=C(S1)C=C(S2)C2=CC=C1CCC3(CCN(CC3)C)C1=C2)NC(=O)[C@H]2OCCCCNC2